N-benzyl-1-(4-methylpyridine-2-yl)methylamine C(C1=CC=CC=C1)NCC1=NC=CC(=C1)C